tert-butyl N-[3-cyano-7-fluoro-4-(4,4,5,5-tetramethyl-1,3,2-dioxaborolan-2-yl) benzothiophen-2-yl]carbamate C(#N)C1=C(SC2=C1C(=CC=C2F)B2OC(C(O2)(C)C)(C)C)NC(OC(C)(C)C)=O